methyl-N-(t-butoxycarbonyl)-S-vinylcysteine CN([C@@H](CSC=C)C(=O)O)C(=O)OC(C)(C)C